BrC1=CC=2/C(/N=C3N(C2C=N1)CCC3)=N/[C@H](C)C3=C(C(=CC=C3)C(F)(F)F)C (R,Z)-3-bromo-N-(1-(2-methyl-3-(trifluoromethyl)phenyl)ethyl)-8,9-di-hydropyrido[4,3-e]pyrrolo[1,2-a]pyrimidin-5(7H)-imine